5-(((R)-1-((1-(4-(4-chloro-1,2-bis(4-hydroxyphenyl)but-1-en-1-yl)phenyl)piperidin-4-yl)methyl)piperidin-3-yl)amino)-2-(2,6-dioxopiperidin-3-yl)isoindoline-1,3-dione ClCCC(=C(C1=CC=C(C=C1)O)C1=CC=C(C=C1)N1CCC(CC1)CN1C[C@@H](CCC1)NC=1C=C2C(N(C(C2=CC1)=O)C1C(NC(CC1)=O)=O)=O)C1=CC=C(C=C1)O